ethyl 9-bromo-7-hydroxy-2,3-dihydro-1H-cyclopenta[a]naphthalene-2-carboxylate BrC1=CC(=CC2=CC=C3C(=C12)CC(C3)C(=O)OCC)O